C(C)(C)(C)OC(NC(CC=1C=NC(=C(C1)OCCCOC)OC)C(C)C)=O (1-(6-methoxy-5-(3-methoxypropoxy)pyridin-3-yl)-3-methylbutan-2-yl)carbamic acid tert-butyl ester